(S)-1-(2-fluoroethyl)-N-(3-(1-((3-methyl-1H-pyrazolo[3,4-b]pyrazin-5-yl)amino)ethyl)phenyl)-1H-pyrazole-4-carboxamide FCCN1N=CC(=C1)C(=O)NC1=CC(=CC=C1)[C@H](C)NC=1N=C2C(=NC1)NN=C2C